C1NCCCC12CCN(CC2)C=2C=CC=C1C(=NN(C21)C)C2C(NC(CC2)=O)=O 3-[7-(2,9-diazaspiro[5.5]undecan-9-yl)-1-methyl-indazol-3-yl]piperidine-2,6-dione